3-(3-methoxyphenyl)propanoic acid COC=1C=C(C=CC1)CCC(=O)O